FC1=C(C(=O)NC=2SC3=C(N2)C(=CC=C3)OC)C(=CC(=C1)N1CCOCC1)F 2,6-difluoro-N-(4-methoxybenzo[d]thiazol-2-yl)-4-morpholinobenzamide